N,N-dimethyl-3-((5-(3-methyl-1-(tetrahydro-2H-pyran-4-yl)imidazo[1,5-a]quinoxalin-8-yl)pyridin-2-yl)oxy)propan-1-amine CN(CCCOC1=NC=C(C=C1)C1=CC=C2N=CC=3N(C2=C1)C(=NC3C)C3CCOCC3)C